3-(1-(N-(tert-butoxycarbonyl)-N-(2-ethoxy-4-methoxybenzyl)glycyl)piperidin-3-yl)benzoic acid C(C)(C)(C)OC(=O)N(CC(=O)N1CC(CCC1)C=1C=C(C(=O)O)C=CC1)CC1=C(C=C(C=C1)OC)OCC